4-chloro-2-(4-oxo-7,8,9,10-tetrahydropyridazino[4,5-a]indolizin-3(4H)-yl)nicotinaldehyde ClC1=CC=NC(=C1C=O)N1N=CC=2C(=CN3CCCCC23)C1=O